4,6-Diethyl-2-methylphenol C(C)C1=CC(=C(C(=C1)CC)O)C